C(#N)C1=CC=C(COC=2C=CC3=C(C(=C(O3)C)C(=O)N[C@H]3CN(CC3)C(=O)OC(C)(C)C)C2)C=C1 tert-butyl (R)-3-(5-((4-cyanobenzyl)oxy)-2-methylbenzofuran-3-carboxamido)pyrrolidine-1-carboxylate